C(CCCCCCC\C=C/C\C=C/CCCCC)(=O)OCCOC Ethylene Glycol Methyl Ether Linoleate